NC=1C(=CC(=C(C1)C1=C(C(=C(C(=C1F)C)F)F)F)F)O 5-amino-2,2',3',4',6'-pentafluoro-5'-methyl-[1,1-biphenyl]-4-ol